S1C(=NC2=C1C=CC=C2)C2=C(C=C(OCCCCCCC(=O)NO)C=C2)Cl 7-(4-(benzo[d]thiazole-2-yl)-3-chlorophenoxy)-N-hydroxyheptanamide